potassium 2-[[4-[2-fluoro-4-[[1-[(4-fluorophenyl)carbamoyl]cyclopropanecarbonyl]amino]phenoxy]-6-methoxy-7-quinolyl] oxy]acetate FC1=C(OC2=CC=NC3=CC(=C(C=C23)OC)OCC(=O)[O-])C=CC(=C1)NC(=O)C1(CC1)C(NC1=CC=C(C=C1)F)=O.[K+]